1-{4-[3-chloro-2-isopropyl-7-((R)-1-quinolin-3-yl-ethylamino)-2H-pyrazolo[4,3-d]pyrimidin-5-yl]-piperazin-1-yl}-ethanone ClC=1N(N=C2C1N=C(N=C2N[C@H](C)C=2C=NC1=CC=CC=C1C2)N2CCN(CC2)C(C)=O)C(C)C